o-bromophenyl-ethanol BrC1=C(C=CC=C1)C(C)O